3-(4,4-Difluoropiperidin-1-yl)benzo[d]isoxazol-5-amine FC1(CCN(CC1)C1=NOC2=C1C=C(C=C2)N)F